N-ethyl-2-((5-(2-((3x-r,5x-r)-6-(ethyl-(methyl)amino)-5-methoxy-2-methylhex-3-yl)-2,6-diazaspiro[3.4]oct-6-yl)-1,2,4-triazin-6-yl)oxy)-5-fluoro-N-isopropylbenzamide C(C)N(C(C1=C(C=CC(=C1)F)OC1=C(N=CN=N1)N1CC2(CN(C2)C(C(C)C)CC(CN(C)CC)OC)CC1)=O)C(C)C